COC1CCC(CC1)NC(OC1=CC=CC=C1)=O phenyl ((1R,4R)-4-methoxycyclohexyl)carbamate